[N+](=O)([O-])C1=CC(C(C=C1)=O)=O 4-nitro-1,2-benzoquinone